methyl 5-bromo-2-(3,3-difluoropropyl)pyrazole-3-carboxylate BrC=1C=C(N(N1)CCC(F)F)C(=O)OC